COC1=CC=C(C=C1)[C@@H]1[C@H]([C@@H](C(N1)=O)C)[N+](=O)[O-] |r| rac-(3s,4s,5r)-5-(4-methoxyphenyl)-3-methyl-4-nitropyrrolidin-2-one